N,N-diphenyl-4'-(quinoline-4-yl)-[1,1'-biphenyl]-4-amine C1(=CC=CC=C1)N(C1=CC=C(C=C1)C1=CC=C(C=C1)C1=CC=NC2=CC=CC=C12)C1=CC=CC=C1